CC1CCC2(C(N(C(N2)=O)NC(=O)C2=CC(=NN2C2=CC=CC=C2)C2=CC=CC=C2)=O)CC1 N-{8-methyl-2,4-dioxo-1,3-diazaspiro[4.5]dec-3-yl}-1,3-diphenyl-1H-pyrazol-5-yl-carboxamide